C(C)(C)(C)OC(=O)N[C@H]1CSC2=C(N(C1=O)CC1=CC=C(C=C1)C1=CC=C(C=C1)C(F)(F)F)C=C(C=C2)C(=O)O (3R)-3-(tert-butoxycarbonylamino)-4-oxo-5-[[4-[4-(trifluoromethyl)phenyl]phenyl]methyl]-2,3-dihydro-1,5-benzothiazepine-7-carboxylic acid